(2S,4R)-4-fluoro-2-((2-fluoro-3-methylbut-2-en-1-yl)carbamoyl)pyrrolidine-1-carboxylic acid tert-butyl ester C(C)(C)(C)OC(=O)N1[C@@H](C[C@H](C1)F)C(NCC(=C(C)C)F)=O